CC1=CC=2N(N=C1)C=CN2 7-methylimidazo[1,2-b]pyridazine